6-(6-fluoropyridin-3-yl)-4-(isopropylamino)-N-(1-(methylsulfonyl)piperidin-4-yl)pyrrolo[1,2-b]pyridazine-3-carboxamide FC1=CC=C(C=N1)C=1C=C2N(N=CC(=C2NC(C)C)C(=O)NC2CCN(CC2)S(=O)(=O)C)C1